2-((3-(3-((2-(2,6-dioxopiperidin-3-yl)-1-oxoisoindolin-5-yl)methyl)ureido)phenoxy)methyl)acrylic acid O=C1NC(CCC1N1C(C2=CC=C(C=C2C1)CNC(NC=1C=C(OCC(C(=O)O)=C)C=CC1)=O)=O)=O